5-(4-fluorobenzyl)pyrimidin FC1=CC=C(CC=2C=NC=NC2)C=C1